COC=1C=C2CCN(CC2=CC1NC1=NC=C(C(=N1)NC1CC[C@H]2NCCC[C@H]21)C(=O)N)C 2-[(6-methoxy-2-methyl-1,2,3,4-tetrahydroisoquinolin-7-yl)amino]-4-{[(4aR,7aR)-octahydro-1H-cyclopenta[b]pyridin-5-yl]amino}pyrimidine-5-carboxamide